C(C1=CC=CC=C1)OC(=O)N1CCC(CC1)CNC(=O)OCC1=CC=CC=C1 Benzyl-4-((((benzyloxy)carbonyl)amino)methyl)piperidin-1-carboxylat